4-(3-(5-fluoro-2-methoxypyridin-3-yl)pyrazolo[1,5-a]pyrimidin-5-yl)piperazine-1-carboxylic acid isopropyl ester C(C)(C)OC(=O)N1CCN(CC1)C1=NC=2N(C=C1)N=CC2C=2C(=NC=C(C2)F)OC